3-(2,6-dichlorophenyl)-1-methyl-1,7-dihydro-2H-pyrrolo[3',2':5,6]pyrido[4,3-d]pyrimidine-2,4(3H)-dione ClC1=C(C(=CC=C1)Cl)N1C(N(C2=C(C1=O)C=NC1=C2C=CN1)C)=O